NCCC[C@H]1CC(N(C1)C1=C(C(=O)NS(=O)(=O)C2=NC(=CC=C2)F)C=CC(=N1)Br)(C)C (S)-2-(4-(3-aminopropyl)-2,2-dimethylpyrrolidin-1-yl)-6-bromo-N-((6-fluoropyridin-2-yl)sulfonyl)nicotinamide